N-(3-(6-(((1S,4S)-5-Ethyl-2,5-diazabicyclo[2.2.1]heptan-2-yl)methyl)benzo[b]thiophene-2-carboxamido)-4-fluorophenyl)-2,3-dihydrobenzo[b][1,4]dioxine-6-carboxamide C(C)N1[C@@H]2CN([C@H](C1)C2)CC=2C=CC1=C(SC(=C1)C(=O)NC=1C=C(C=CC1F)NC(=O)C1=CC3=C(OCCO3)C=C1)C2